C1(C2C(C(N1)=O)C1C=CC2O1)=O exo-3,6-epoxy-1,2,3,6-tetrahydrophthalimide